C1(=CC=C(C=C1)NC1=CC=C(C=C1)C1=CC(=CC=C1)C1=CC=CC=C1)C1=CC=CC=C1 N-([1,1'-biphenyl]-4-yl)-[1,1':3',1''-terphenyl]-4-amine